Oxetan-3-ylmethyl (5-(pyridin-3-yl)-1H-benzo[d]imidazol-2-yl)carbamate N1=CC(=CC=C1)C1=CC2=C(NC(=N2)NC(OCC2COC2)=O)C=C1